ClNC=O N-chloroformamide